2,6-dicyano-4-methylaniline C(#N)C1=C(N)C(=CC(=C1)C)C#N